tert-butyl (S)-(1-(dimethyl(oxo)-λ6-sulfaneylidene)-7,7,7-trifluoro-6,6-dimethyl-2-oxoheptan-3-yl)carbamate CS(=CC([C@H](CCC(C(F)(F)F)(C)C)NC(OC(C)(C)C)=O)=O)(=O)C